C(C)OC(=O)C=1C(C=C2N(C(CC3=CC(=C(C=C23)C(C)=O)OS(=O)(=O)C(F)(F)F)C(C)C)C1)=O 10-acetyl-6-isopropyl-2-oxo-9-(((trifluoromethyl)sulfonyl)oxy)-6,7-dihydro-2H-pyrido[2,1-a]isoquinoline-3-carboxylic acid ethyl ester